(R,E)-2-methyl-N-(6,6,6-trifluorohexan-3-ylidene)propane-2-sulfinamide CC(C)(C)[S@@](=O)/N=C(\CC)/CCC(F)(F)F